(10R)-10-methyl-3-(6-methylpyridin-3-yl)-9,10,11,12-tetrahydro-8H-[1,4]diazepino[5',6':4,5]thieno[3,2-f]quinolin-8-one C[C@H]1NC(C2=C(C=3C=4C=CC(=NC4C=CC3S2)C=2C=NC(=CC2)C)NC1)=O